tert-Butyl N-[2-[6-[4-cyano-2-[(4-methoxyphenyl)methoxy]phenyl]pyridin-3-yl]ethyl]carbamate C(#N)C1=CC(=C(C=C1)C1=CC=C(C=N1)CCNC(OC(C)(C)C)=O)OCC1=CC=C(C=C1)OC